ClC=1C=C(C=CC1C(F)(F)F)N1CC(CC1)C(=O)N[C@H]1[C@H]2CC[C@@H](C1)N2C#N 3-chloro-4-(trifluoromethyl)phenyl-N-((1R,2R,4S)-7-cyano-7-azabicyclo[2.2.1]heptan-2-yl)-3-pyrrolidinecarboxamide